N-(tert-butyl)-3-((2-((4-(2-(4-(4-((2,6-dioxopiperidin-3-yl)amino)benzyl)piperazin-1-yl)ethoxy)phenyl)amino)-5-methylpyrimidin-4-yl)amino)benzenesulfonamide C(C)(C)(C)NS(=O)(=O)C1=CC(=CC=C1)NC1=NC(=NC=C1C)NC1=CC=C(C=C1)OCCN1CCN(CC1)CC1=CC=C(C=C1)NC1C(NC(CC1)=O)=O